(benzyl){m-[4-(1,1-dioxo-1λ6,4-thiazinan-4-yl)-1,3,5-triaza-6-naphthyl]phenylsulfonyl}amine C(C1=CC=CC=C1)NS(=O)(=O)C1=CC(=CC=C1)C=1N=C2C(=NC=NC2=CC1)N1CCS(CC1)(=O)=O